tert-Butyl (6-chloro-4-(2-cyanoacetyl)pyridin-3-yl)carbamate ClC1=CC(=C(C=N1)NC(OC(C)(C)C)=O)C(CC#N)=O